1-[8-(tetrahydrofuran-3-ylamino)-1,2,3,4-tetrahydroquinolin-6-yl]pentan-1-one O1CC(CC1)NC=1C=C(C=C2CCCNC12)C(CCCC)=O